4-(5-methylpyridin-3-yl)-2,3-dihydro-1H-pyrrolo[3,4-c]pyridin CC=1C=C(C=NC1)C1=NC=CC2=C1CNC2